tert-butyl (2R,3S)-2-(3-azidopropyl)-3-((tert-butyldimethylsilyl)oxy)piperidine-1-carboxylate N(=[N+]=[N-])CCC[C@H]1N(CCC[C@@H]1O[Si](C)(C)C(C)(C)C)C(=O)OC(C)(C)C